N-methylpropane-1,3-diamine CNCCCN